C(C)(C)(C)OC(NC1CCCC12CCN(CC2)C2=NC(=C(N=C2CO)SC=2C=CC=C1C=CN(C21)C)C)=O (8-(3-(hydroxymethyl)-6-methyl-5-((1-methyl-1H-indol-7-yl)thio)pyrazin-2-yl)-8-azaspiro[4.5]Dec-1-yl)carbamic acid tert-butyl ester